OC1=CC=C2C=CN=CC2=C1 7-hydroxyisoquinoline